8-(2,3-dimethoxyphenyl)-9-(4-((1-(3-fluoropropyl)azetidin-3-yl)methyl)phenyl)-6,7-dihydro-5H-benzo[7]annulene-3-carboxylic acid COC1=C(C=CC=C1OC)C=1CCCC2=C(C1C1=CC=C(C=C1)CC1CN(C1)CCCF)C=CC(=C2)C(=O)O